CC(C(O)C1=CC=C(C=C1)SC)(C)N1CCOCC1 2-methyl-1-[4-(Methylthio)Phenyl]-2-morpholino-1-propanol